FC1(CCC(CC1)NCCCCCOC1=NC(=CC=C1S(=O)(=O)N1[C@@H](CCC1)C(=O)OC(C)(C)C)C)F tert-butyl ((2-((5-((4,4-difluorocyclohexyl)amino)pentyl)oxy)-6-methylpyridin-3-yl)sulfonyl)-L-prolinate